(1R,2S)-2-fluorocyclopropane-1-amine F[C@@H]1[C@@H](C1)N